[N+](=O)(OC(C)C)[O-] Iso-propyl nitrate